(3S)-3-(9H-fluoren-9-ylmethoxycarbonylamino)-4-morpholin-4-yl-4-oxobutanoic acid C1=CC=CC=2C3=CC=CC=C3C(C12)COC(=O)N[C@@H](CC(=O)O)C(=O)N1CCOCC1